5-((2-(4-((3-(cyanomethyl)-5-ethoxybenzyl)amino)butoxy)ethyl)amino)benzo[c][2,6]naphthyridine C(#N)CC=1C=C(CNCCCCOCCNC2=NC3=C(C4=CN=CC=C24)C=CC=C3)C=C(C1)OCC